ClC1=CC=C(C=C1)C=1C=C2C(=C(C(N(C2=NC1)CCN1CCOCC1)=O)C(=O)OCC)O ethyl 6-(4-chlorophenyl)-4-hydroxy-1-(2-morpholinoethyl)-2-oxo-1,2-dihydro-1,8-naphthyridine-3-carboxylate